ethyl 2-amino-5-chloropyrazolo[1,5-a]pyrimidine-3-carboxylate NC1=NN2C(N=C(C=C2)Cl)=C1C(=O)OCC